8-(2-Cyclohexylethyl)imidazo[1,2-a]pyrazine-6-carbonitrile C1(CCCCC1)CCC=1C=2N(C=C(N1)C#N)C=CN2